(E)-4-[2-[2-[2-(2-aminoethoxy)ethoxy]ethoxy]ethoxy]-1-[(3R)-3-[4-amino-3-(4-phenoxyphenyl)pyrazolo[3,4-d]pyrimidin-1-yl]-1-piperidyl]but-2-en-1-one NCCOCCOCCOCCOC/C=C/C(=O)N1C[C@@H](CCC1)N1N=C(C=2C1=NC=NC2N)C2=CC=C(C=C2)OC2=CC=CC=C2